N-(2-Methoxy-6-methyl-5,6,7,8-tetrahydro-1,6-naphthyridin-3-yl)-8-(pyridin-2-yl)quinazoline-2-amine COC1=NC=2CCN(CC2C=C1NC1=NC2=C(C=CC=C2C=N1)C1=NC=CC=C1)C